4-(2-methylpropyloxy)benzylamine acetate C(C)(=O)O.CC(COC1=CC=C(CN)C=C1)C